C(C)(C)O[Al]OC(C)C diisopropyloxyaluminum